CNC1=CC=C(C=C1)OC1=NC(=CC=C1)C methyl-4-((6-methylpyridin-2-yl)oxy)aniline